FC=1C(=CC(=NC1)[C@H](C)N1C(C2=CC(=CC(=C2CC1)CN(C)CCF)CN1C(=NC=C1)NC)=O)OC (S)-2-(1-(5-fluoro-4-methoxypyridin-2-yl)ethyl)-5-(((2-fluoroethyl)(methyl)amino)methyl)-7-((2-(methylamino)-1H-imidazol-1-yl)methyl)-3,4-dihydroisoquinolin-1(2H)-one